COC(C1=NC=CC(=C1)CCC(C)(C)O)=O 4-(3-hydroxy-3-methylbutyl)picolinic acid methyl ester